N1(CCCCC1)C[C@H]1OC(=NOC1)[C@]12[C@H](CNC1)COC2 |o1:7,13,14| Rac-rel-trans-(3ar,6ar)-3a-(5-(piperidin-1-ylmethyl)-5,6-dihydro-1,4,2-dioxazin-3-yl)hexahydro-1H-furo[3,4-c]pyrrole